CC1=CC=C(C=N1)/C=C/C=1C=C2C(=CC=NC2=CC1)C(=O)O (E)-6-(2-(6-methylpyridin-3-yl)vinyl)quinoline-4-carboxylic acid